7-butoxydodecyloxymethyl-benzene C(CCC)OC(CCCCCCOCC1=CC=CC=C1)CCCCC